2-((4-(6-((4-acetyl-2-cyclopropoxybenzyl)oxy)pyridine-2-yl)piperidin-1-yl)methyl)-1-(oxetan-2-ylmethyl)-1H-benzo[d]imidazole-6-carboxylic acid C(C)(=O)C1=CC(=C(COC2=CC=CC(=N2)C2CCN(CC2)CC2=NC3=C(N2CC2OCC2)C=C(C=C3)C(=O)O)C=C1)OC1CC1